8-chloro-5-((2-(3-(5-chloro-6-oxopyrimidin-1(6H)-yl)propyl)-2-azaspiro[3.3]heptan-6-yl)methyl)-2-methylphthalazin-1(2H)-one ClC=1C=CC(=C2C=NN(C(C12)=O)C)CC1CC2(CN(C2)CCCN2C=NC=C(C2=O)Cl)C1